(oxo-bis(methylene))bis(tributyltin) O(C[Sn](CCCC)(CCCC)CCCC)C[Sn](CCCC)(CCCC)CCCC